CC(CCCC)CCCCCCCCCCOC(CCCCCN(C(CCBr)=O)CCCCCC)=O.BrCCC(=O)N(CCCCCC)CCCCCC(=O)OCC(CCCCCCCC)CCCCCC 2-hexyldecyl 6-(3-bromo-N-hexylpropanamido)hexanoate 10-2-Hexyldecyl-6-(3-bromo-N-hexylpropanamido)hexanoate